OC1(CCNCC1)CN1C=NC=2C(C1=O)=NSC2C=2C=C1CC(CC1=CC2)N(C(OC(C)(C)C)=O)C tert-butyl N-(5-(6-((4-hydroxypiperidin-4-yl) methyl)-7-oxo-6,7-dihydroisothiazolo[4,3-d]pyrimidin-3-yl)-2,3-dihydro-1H-inden-2-yl)-N-methylcarbamate